(R)-2-methyl-N-[(1s,4s)-4-{6-[(2,3-dichloropyridin-4-yl)sulfanyl]pyridin-3-yl}-1',3'-dihydrospiro[cyclohexane-1,2'-inden]-3'-ylidene]propane-2-sulfinamide CC(C)(C)[S@@](=O)N=C1C2(CC3=CC=CC=C13)CCC(CC2)C=2C=NC(=CC2)SC2=C(C(=NC=C2)Cl)Cl